6-((2-((3R,4R)-3-Amino-4-fluoropiperidin-1-yl)-5,6-dichloro-1H-benzo[d]imidazol-1-yl)methyl)nicotinonitril N[C@@H]1CN(CC[C@H]1F)C1=NC2=C(N1CC1=NC=C(C#N)C=C1)C=C(C(=C2)Cl)Cl